5-(1-(2,2-difluoroethyl)-4-fluoro-2-methyl-1H-benzo[d]imidazol-6-yl)-6-fluoro-N-((3S,4R)-3-fluoro-1-methylpiperidin-4-yl)-4-methoxypyrrolo[2,1-f][1,2,4]triazin-2-amine FC(CN1C(=NC2=C1C=C(C=C2F)C=2C(=CN1N=C(N=C(C12)OC)N[C@H]1[C@H](CN(CC1)C)F)F)C)F